BrC=1C(=C(C=CC1)NC(=O)[C@H]1N(C[C@@H](C1)F)C(=O)OC(C)(C)C)F tert-Butyl (2S,4R)-2-((3-bromo-2-fluorophenyl)carbamoyl)-4-fluoropyrrolidine-1-carboxylate